CN1C(=NN=C1)C1(CC(C1)=O)C=1C=C(C=CC1)N1CC2=C(C=C(C=C2C1=O)CN(C(OC(C)(C)C)=O)C1(CCC1)C)C(F)(F)F tert-butyl ((2-(3-(1-(4-methyl-4H-1,2,4-triazol-3-yl)-3-oxocyclobutyl)phenyl)-3-oxo-7-(trifluoromethyl)isoindolin-5-yl)methyl)(1-methylcyclobutyl)carbamate